(1R,2S,6R)-2-(4-(methylamino)phenyl)-6-((((1r,4R)-4-(trifluoromethyl)cyclohexyl)oxy)methyl)cyclohexane-1-carboxylic acid CNC1=CC=C(C=C1)[C@@H]1[C@H]([C@@H](CCC1)COC1CCC(CC1)C(F)(F)F)C(=O)O